2-(7-amino-1-methyl-5-oxo-4,5-dihydro-1H-pyrazolo[4,3-b]pyridin-6-yl)-7-cyclopropyl-5,7,8,9-tetrahydroimidazo[4',5':4,5]benzo[1,2-d]azepin-6(1H)-one NC=1C2=C(NC(C1C=1NC=3C(=CC4=C(CCN(C(C4)=O)C4CC4)C3)N1)=O)C=NN2C